[C@H]12COC[C@@H](CNC1)N2C(=O)OC(C)(C)C tert-butyl (1R,5R)-3-oxa-7,9-diazabicyclo[3.3.1]nonane-9-carboxylate